1-(4-ethoxyl-benzoyl)-3,4-methylenedioxy-6-aminobenzene O(CC)C1=CC=C(C(=O)C2=CC3=C(C=C2N)OCO3)C=C1